2-[1-(2,2-difluoroethyl)-1H-pyrazolo[3,4-b]pyrazin-6-yl]-7-[5-(trifluoromethyl)pyridine-2-carbonyl]-2,7-diazaspiro[3.5]nonane FC(CN1N=CC=2C1=NC(=CN2)N2CC1(C2)CCN(CC1)C(=O)C1=NC=C(C=C1)C(F)(F)F)F